(5-bromothiazol-2-yl)methanamine BrC1=CN=C(S1)CN